N-(6-chloropyrazin-2-yl)cyclopropanecarboxamide ClC1=CN=CC(=N1)NC(=O)C1CC1